C1(=C(C=CC=C1)NC1=CC=2C(C3=CC=CC=C3C2C=C1)(C)C)C1=CC=CC=C1 N-[1,1'-biphenyl]-2-yl-9,9-dimethyl-9H-fluoren-2-amine